(R)-3-Hydroxy-3-((3-(4-(3-hydroxyazetidin-1-yl)pyrido[3,2-d]pyrimidin-6-yl)phenyl)ethynyl)-1-methylpyrrolidin-2-one O[C@@]1(C(N(CC1)C)=O)C#CC1=CC(=CC=C1)C=1C=CC=2N=CN=C(C2N1)N1CC(C1)O